ClC=1C=C(C=CC1)[C@H]1CCC(N([C@@H]1C=1SC(=CC1)Cl)CC1CC1)=O |r| rac.-(5R,6S)-(5S,6R)-5-(3-chlorophenyl)-6-(5-chlorothiophen-2-yl)-1-(cyclopropylmethyl)piperidin-2-one